(2R)-8-bromo-4-[(2R)-3-(3,4-dihydro-1H-isoquinolin-2-yl)-2-hydroxypropyl]-2-methyl-2,3-dihydro-1,4-benzoxazepin-5-one BrC1=CC2=C(C(N(C[C@H](O2)C)C[C@@H](CN2CC3=CC=CC=C3CC2)O)=O)C=C1